C(C)(C)(C)C=1C=C(C=C(C1O)C(C)(C)C)C(=CC(=O)OC(CCCCC)O)C1=CC(=C(C(=C1)C(C)(C)C)O)C(C)(C)C hexanediol di[3,5-di-tert-butyl-4-hydroxyphenyl]acrylate